T-hexanol C(C)(C)(CCC)O